2-methyl-5-[2-(piperidin-4-yl)imidazo[2,1-b][1,3,4]thiadiazol-6-yl]-2H-indazole CN1N=C2C=CC(=CC2=C1)C=1N=C2SC(=NN2C1)C1CCNCC1